NC=1C(=C(C(=CC1)F)[C@H]1CCC=2N([C@H]1C)C=NC2C(=O)NC)F cis-6-(3-amino-2,6-difluorophenyl)-N,5-dimethyl-5,6,7,8-tetrahydroimidazo[1,5-a]pyridine-1-carboxamide